1-(oxetan-3-yl)-3-(4,4,5,5-tetramethyl-1,3,2-dioxaborolan-2-yl)pyrazole O1CC(C1)N1N=C(C=C1)B1OC(C(O1)(C)C)(C)C